CN1C(=NC2=C(C=C(C=C2C1=O)C)[C@@H](C)N[S@](=O)C(C)(C)C)C1(CCOCC1)C (R)-N-((R)-1-(3,6-dimethyl-2-(4-methyltetrahydro-2H-pyran-4-yl)-4-oxo-3,4-dihydroquinazolin-8-yl)ethyl)-2-methylpropane-2-sulfinamide